FC1(CCN(CC1)C1=CC/2=C(N(C(=N\C2=N/[C@H](C)C2=C(C(=CC=C2)C(F)(F)F)C)C)C)C=N1)F (R,Z)-6-(4,4-difluoropiperidin-1-yl)-1,2-dimethyl-N-(1-(2-methyl-3-(trifluoromethyl)phenyl)ethyl)pyrido[3,4-d]pyrimidin-4(1H)-imine